4-((3R,4R)-4-((5,7-dimethyl-1H-indol-4-yl)methyl)-1-(2-methoxyethyl)piperidin-3-yl)benzoic acid CC=1C(=C2C=CNC2=C(C1)C)C[C@H]1[C@@H](CN(CC1)CCOC)C1=CC=C(C(=O)O)C=C1